methyl 5-(2-amino-5-nitrophenyl)-1H-pyrrole-2-carboxylate NC1=C(C=C(C=C1)[N+](=O)[O-])C1=CC=C(N1)C(=O)OC